5-nitro-1-(benzenesulfonyl)-1H-pyrrolo[2,3-b]pyridin-4-amine [N+](=O)([O-])C1=C(C2=C(N=C1)N(C=C2)S(=O)(=O)C2=CC=CC=C2)N